C(C1=CC=CC=C1)OC(=O)N1C[C@H](CC1)OS(=O)(=O)C1=CC=C(C)C=C1 (3S)-3-(p-toluenesulfonyloxy)pyrrolidine-1-carboxylic acid benzyl ester